phenyl-(2-(quinolin-2-yl)phenyl)methanone C1(=CC=CC=C1)C(=O)C1=C(C=CC=C1)C1=NC2=CC=CC=C2C=C1